NC1=CC=NC=C1C(=O)OCC#N Cyanomethyl 4-aminonicotinate